1-[(3-cyanophenyl)methyl]-3-(3-methyl-1-bicyclo[1.1.1]pentanyl)urea C(#N)C=1C=C(C=CC1)CNC(=O)NC12CC(C1)(C2)C